4-butyl adipate C(CCCCC(=O)[O-])(=O)OCCCC